2,2-dimethoxy-N-(trimethoxysilylhexyl)-1-aza-2-silacyclopentane CO[Si]1(N(CCC1)CCCCCC[Si](OC)(OC)OC)OC